ClC1=CC(=C(C=C1)[C@@H]1OC2=C(C=CC=C2C(=C1)F)C1CCN(CC1)CC1=NC2=C(N1C[C@H]1OCC1)C=C(C=C2)C(=O)O)OC([2H])([2H])[2H] 2-((4-((R)-2-(4-chloro-2-(methoxy-d3)phenyl)-4-fluoro-2H-chromen-8-yl)piperidin-1-yl)methyl)-1-(((S)-oxetan-2-yl)methyl)-1H-benzo[d]imidazole-6-carboxylic acid